N[C@H](CO)CC1=CNC2=CC=CC=C12 (S)-2-amino-3-(1H-indol-3-yl)propan-1-ol